[N+](=O)([O-])C=1C=C(C(=O)NC(C(=O)O)C2=CC=CC=C2)C=C(C1)[N+](=O)[O-] 2-(3,5-dinitrobenzamido)-2-phenylacetic acid